2,3,4,5,6-pentafluoro-4'-methoxy-2'-methyl-5'-nitro-1,1'-biphenyl FC1=C(C(=C(C(=C1F)F)F)F)C1=C(C=C(C(=C1)[N+](=O)[O-])OC)C